1-(5-bromo-2-methoxypyridin-3-yl)-3-methylbut-2-en-1-one BrC=1C=C(C(=NC1)OC)C(C=C(C)C)=O